The molecule is a 3-hydroxyicosanoyl-CoA(4-) obtained by deprotonation of the phosphate and diphosphate OH groups of (3S)-hydroxyicoscanoyl-CoA; major species at pH 7.3. It is a 3-hydroxyicosanoyl-CoA(4-) and a long-chain (3S)-hydroxy fatty acyl-CoA(4-). It is a conjugate base of a (3S)-3-hydroxyicosanoyl-CoA. CCCCCCCCCCCCCCCCC[C@@H](CC(=O)SCCNC(=O)CCNC(=O)[C@@H](C(C)(C)COP(=O)([O-])OP(=O)([O-])OC[C@@H]1[C@H]([C@H]([C@@H](O1)N2C=NC3=C(N=CN=C32)N)O)OP(=O)([O-])[O-])O)O